2,2-bis{(2-hydroxyethoxy)-3-isopropylphenyl}propane OCCOC1=C(C=CC=C1C(C)C)C(C)(C)C1=C(C(=CC=C1)C(C)C)OCCO